1,2-dicyano-3-butene C(#N)CC(C=C)C#N